4-[[6-[rac-(2R)-2-(2,4-Difluorophenyl)-1,1-difluoro-2-hydroxy-3-(5-thioxo-4H-1,2,4-triazole-1-yl)propyl]-3-pyridyl]oxy]-benzonitrile FC1=C(C=CC(=C1)F)[C@](C(F)(F)C1=CC=C(C=N1)OC1=CC=C(C#N)C=C1)(CN1N=CNC1=S)O |r|